2-hydroxy-1-(piperidin-4-yloxy)propan OC(COC1CCNCC1)C